N-(4-chloropyrimidin-2-yl)-7-methoxyquinazolin-4-amine ClC1=NC(=NC=C1)NC1=NC=NC2=CC(=CC=C12)OC